C1(=CC=CC=C1)N(C1=CC2=C(C=C1)C1=CC=C3C(=NC(=NC3=C1O2)C2=CC=CC=C2)C2=CC=CC=C2)C2=CC=CC=C2 N,N,2,4-tetraphenylbenzofuro[3,2-h]quinazolin-9-amine